C(C)(C)N(C(C)C)C(CP(O)(O)O)(C#N)N(C(C)C)C(C)C.C(C)(C)NC1=NNC=2C1=NC(=CC2CN2CCCC2)C=2C=C1C(N(C(C1=CC2)=O)C2C(NC(CC2)=O)=O)C 3-(5-(3-(isopropylamino)-7-(pyrrolidin-1-ylmethyl)-1H-pyrazolo[4,3-b]pyridin-5-yl)-3-methyl-1-oxoisoindolin-2-yl)piperidine-2,6-dione bis-(N,N-diisopropylamino)-2-cyanoethylphosphite